P(OC(N(CCO)CCO)(CC)CC)([O-])=O diethyl-N,N-bis(2-hydroxyethyl)aminomethyl phosphonate